3-(tributylstannylmethoxy)propan-1-amine C(CCC)[Sn](CCCC)(CCCC)COCCCN